[Si](C)(C)(C(C)(C)C)OC1CN(CCC1N)C1=NC=C(C=N1)C(F)(F)F 3-((tert-butyldimethylsilyl)oxy)-1-(5-(trifluoromethyl)pyrimidin-2-yl)piperidin-4-amine